NC1=C(C(=O)OC)C=CC(=C1NCC(=O)OC(C)(C)C)Br methyl 2-amino-4-bromo-3-((2-(tert-butoxy)-2-oxoethyl)amino)benzoate